CC=1SC2=C(N1)C(C(=CC2=O)NC2=CC=C(C=C2)C)=O 2-methyl-5-(p-tolylamino)benzo[d]Thiazole-4,7-dione